(2s,4r)-4-hydroxy-2-((2-methoxy-5-(4-(trifluoromethyl)phenoxy)phenyl)carbamoyl)pyrrolidine-1-carboxylic acid benzyl ester C(C1=CC=CC=C1)OC(=O)N1[C@@H](C[C@H](C1)O)C(NC1=C(C=CC(=C1)OC1=CC=C(C=C1)C(F)(F)F)OC)=O